C1(OC=CC2=CC=CC=C12)=O 1H-isochromene-1-one